ClC=1C=C(C(=C(C(=O)[O-])C1)NC(=S)NC(=O)OCC)F 5-chloro-2-(3-(ethoxycarbonyl)thioureido)-3-fluorobenzoate